3-(4-((4-(((adamantan-1-yl)amino)methyl)-3-methylbenzyl)thio)-1-oxoisoindolin-2-yl)piperidine-2,6-dione C12(CC3CC(CC(C1)C3)C2)NCC2=C(C=C(CSC3=C1CN(C(C1=CC=C3)=O)C3C(NC(CC3)=O)=O)C=C2)C